(1R,3S)-3-(3-methyl-1,2,4-oxadiazol-5-yl)cyclopentanamine hydrochloride Cl.CC1=NOC(=N1)[C@@H]1C[C@@H](CC1)N